4-(6-fluoropyridin-3-yl)-6-((1-methyl-1H-imidazol-4-yl)methoxy)pyrazolo[1,5-a]pyridine-3-carbonitrile FC1=CC=C(C=N1)C=1C=2N(C=C(C1)OCC=1N=CN(C1)C)N=CC2C#N